FC(OC1=CC=C(C(=O)NC=2C=C3C(=CNC3=CC2)C2CCN(CC2)C(C)C)C=C1)(F)F 5-(4-trifluoromethoxybenzoyl)amino-3-(1-isopropylpiperidin-4-yl)-1H-indole